1-[2-[3-[3-(1,3-dioxolan-2-yl)propoxy]isoxazol-5-yl]-3-methyl-butanoyl]-4-hydroxy-N-[[4-(4-methylthiazol-5-yl)phenyl]methyl]pyrrolidine-2-carboxamide O1C(OCC1)CCCOC1=NOC(=C1)C(C(=O)N1C(CC(C1)O)C(=O)NCC1=CC=C(C=C1)C1=C(N=CS1)C)C(C)C